tert-butyl (S)-3-(4-(4-cyclopropoxy-6-((2-(difluoromethyl)-6-((2,4-dimethoxybenzyl)amino)pyrimidin-4-yl)amino)pyridin-3-yl)-1H-pyrazol-1-yl)pyrrolidine-1-carboxylate C1(CC1)OC1=C(C=NC(=C1)NC1=NC(=NC(=C1)NCC1=C(C=C(C=C1)OC)OC)C(F)F)C=1C=NN(C1)[C@@H]1CN(CC1)C(=O)OC(C)(C)C